S(=O)(=O)(C1=CC=C(C)C=C1)N1C=CC=2CCC(CC12)=O 1-tosyl-1,4,5,7-tetrahydro-6H-indol-6-one